C[Si](CCOCN1C=NC2=C1C=CC(=C2)NC(=O)C2CC2)(C)C N-[1-(2-trimethylsilylethoxymethyl)benzimidazol-5-yl]cyclopropanecarboxamide